S(=O)([O-])[O-].[Na+].[Na+] sodium monosulfite salt